2-{4-[1-(pyrrolidin-1-yl)ethyl]phenoxy}-1,3-benzothiazole N1(CCCC1)C(C)C1=CC=C(OC=2SC3=C(N2)C=CC=C3)C=C1